4-((2-cyanophenyl)thio)-6-(1-((S)-1-((R)-2-hydroxypropanoyl)piperidin-3-yl)-1H-pyrazol-4-yl)pyrazolo[1,5-a]pyridine-3-carbonitrile C(#N)C1=C(C=CC=C1)SC=1C=2N(C=C(C1)C=1C=NN(C1)[C@@H]1CN(CCC1)C([C@@H](C)O)=O)N=CC2C#N